ClC1=CC=C(C=C1)C(C=CC1=CC(=C(C=C1)O)OC)=O 1-(4-Chlorophenyl)-3-(4-hydroxy-3-methoxyphenyl)prop-2-en-1-one